4-(3-(dimethylamino)-2-hydroxypropyl)piperazin CN(CC(CN1CCNCC1)O)C